CN1N=CC(=C1)/C=C/C(=O)N1C[C@@H](CCC1)CN1N=NC(=C1)C[NH3+] (R,E)-(1-((1-(3-(1-methyl-1H-pyrazol-4-yl)acryloyl)piperidin-3-yl)methyl)-1H-1,2,3-triazol-4-yl)methanaminium